cyanophosphorous acid dimethyl ester COP(OC)C#N